CNC1=NC=CC(=C1)C1=NC=C(C2=C1CNC2=O)NC2=NC=C(C=C2)N2CCN(CC2)C 4-(2-(methylamino)pyridin-4-yl)-7-((5-(4-methylpiperazin-1-yl)pyridin-2-yl)amino)-2,3-dihydro-1H-pyrrolo[3,4-c]pyridin-1-one